2H-furo[3,2-b]pyridine-5-carboxamide O1CCC2=NC(=CC=C21)C(=O)N